FC1C2(N(C3=CC=CC=C3C1=O)C)CCN(CC2)C(=O)N fluoro-1'-methyl-4'-oxo-3',4'-dihydro-1'H-spiro[piperidine-4,2'-quinoline]-1-carboxamide